5-bromo-1-(methyl-d3)-1H-benzo[d]imidazole BrC1=CC2=C(N(C=N2)C([2H])([2H])[2H])C=C1